BrC=1C=CC(=C(C1)NCC=1N=C(N(C1)C=1C=CC=2N(C1)C(=CN2)C(=O)N)C2=NC(=CC=C2)C)F 6-(4-(((5-Bromo-2-fluorophenyl)amino)methyl)-2-(6-methylpyridin-2-yl)-1H-imidazol-1-yl)imidazo[1,2-a]pyridine-3-carboxamide